ClC1=C(N=C(N(C1=O)C1=CC(=NC=C1C)N1N=C(C=C1)C(C)(C)NC(C)=O)C)OC([2H])([2H])C1=C(C=C(C=C1)F)F N-(2-(1-(4-(5-chloro-4-((2,4-difluorophenyl)methoxy-d2)-2-methyl-6-pyrimidinone-1(6H)-yl)-5-methylpyridin-2-yl)-1H-pyrazol-3-yl)propan-2-yl)acetamide